C(C)OC(=O)C1=COC(=C1)S(NC(NC1=C2CCCC2=CC=2CCCC12)=O)(=O)=O 5-(N-((1,2,3,5,6,7-hexahydro-s-indacen-4-yl)carbamoyl)sulfamoyl)furan-3-carboxylic acid ethyl ester